(3R)-4-[2-(6-{1-[1-(1,3-dioxolan-2-yl)-4-methylpentan-3-yl]azetidin-3-yl}-1-fluoro-3-methylimidazo[1,5-a]pyridin-8-yl)-5-fluorobenzoyl]-3-methylmorpholine O1C(OCC1)CCC(C(C)C)N1CC(C1)C=1C=C(C=2N(C1)C(=NC2F)C)C2=C(C(=O)N1[C@@H](COCC1)C)C=C(C=C2)F